(2R,5R)-3-(4-aminophenethyl)-2-(1-(4-bromophenyl)-3-(5-chloropyridine-2-yl)-1H-pyrazol-4-yl)-5-methyloxazolidin-4-one NC1=CC=C(CCN2[C@H](O[C@@H](C2=O)C)C=2C(=NN(C2)C2=CC=C(C=C2)Br)C2=NC=C(C=C2)Cl)C=C1